5-methyl-1H-pyrazolo[3,4-C]pyridine CC=1C=C2C(=CN1)NN=C2